C(C)(C)(C)C(C(=O)NC)N1CC2=NC=C(C=C2C1=O)C1=NC(=NC=C1Cl)NC1CCOCC1 tert-butyl-2-(3-{5-chloro-2-[(oxacyclohexan-4-yl)amino]pyrimidin-4-yl}-5-oxo-5H,6H,7H-pyrrolo[3,4-b]pyridin-6-yl)-N-methylacetamide